ethyl (E)-3-((1r,4r)-4-((tert-butoxycarbonyl)amino)cyclohexyl)acrylate C(C)(C)(C)OC(=O)NC1CCC(CC1)/C=C/C(=O)OCC